(R)-2-amino-3-phenylpropylcarbamate N[C@@H](CNC([O-])=O)CC1=CC=CC=C1